tert-butyl (S)-1,7-diazaspiro[4.4]nonane-1-carboxylate N1(CCC[C@]12CNCC2)C(=O)OC(C)(C)C